COC1=CC(=C2C=CC=NC2=C1)C1(CC1)NC(=O)C=1C=C(OCC2N(CCC2)C(=O)OC(C)(C)C)C=CC1C tert-butyl 2-((3-((1-(7-methoxyquinolin-5-yl)cyclopropyl)carbamoyl)-4-methylphenoxy)methyl)pyrrolidine-1-carboxylate